s-pentyl methacrylate C(C(=C)C)(=O)OC(C)CCC